4-methyl-3-(1H-pyrrolo[2,3-b]pyridin-4-yloxy)aniline CC1=C(C=C(N)C=C1)OC1=C2C(=NC=C1)NC=C2